tetrahydroxyphenyl-boric acid OC=1C(=C(C(=C(C1)OB(O)O)O)O)O